(Z)-2-(4-(2H-tetrazol-5-yl)benzylidene)-6-((2,6-difluorobenzyl)sulfonyl)-2H-benzo[b][1,4]thiazin-3(4H)-one N=1NN=NC1C1=CC=C(\C=C/2\C(NC3=C(S2)C=CC(=C3)S(=O)(=O)CC3=C(C=CC=C3F)F)=O)C=C1